OC=1C=C(CNC(CSC2=NC3=C(N2)C=C(C=C3)C(F)(F)F)=O)C=CC1O N-(3,4-dihydroxybenzyl)-2-((6-(trifluoromethyl)-1H-benzo[d]imidazol-2-yl)thio)acetamide